tris(1,1-dimethyl-2-propynyloxy)silyl-6-[bis(1,1-dimethyl-2-propynyloxy)methoxysilyl]hexane CC(C#C)(O[Si](OC(C#C)(C)C)(OC(C#C)(C)C)CCCCCC[SiH2]OC(OC(C#C)(C)C)OC(C#C)(C)C)C